N1=CN=CN=C1 (e)-s-triazine